Ethyl (1R,2S)-1-(2,5-difluorophenyl)-2-(hydroxymethyl)cyclopropane-1-carboxylate FC1=C(C=C(C=C1)F)[C@@]1([C@H](C1)CO)C(=O)OCC